6-allyl-N-[3-methyl-4-(4-methyl-1,4-diazepan-1-yl)phenyl]-6H-pyrido[2,3-c]pyrimido[4,5-e][1,2]thiazin-2-amine 5,5-dioxide C(C=C)N1S(C2=C(C3=C1N=CC=C3)N=C(N=C2)NC2=CC(=C(C=C2)N2CCN(CCC2)C)C)(=O)=O